N-(5-((6-((S)-3-(3-chloro-2-methylbenzyl)isoxazolidine-2-yl)pyrimidine-4-yl)amino)-2-(4-(4-cyclopropylpiperazine-1-yl)piperidine-1-yl)-4-methoxyphenyl)acrylamide ClC=1C(=C(C[C@@H]2N(OCC2)C2=CC(=NC=N2)NC=2C(=CC(=C(C2)NC(C=C)=O)N2CCC(CC2)N2CCN(CC2)C2CC2)OC)C=CC1)C